ethyl (S)-2-(4-bromo-3-fluorobenzyl)-7-fluoro-1-(oxetan-2-ylmethyl)-1H-benzo[d]imidazole-6-carboxylate BrC1=C(C=C(CC2=NC3=C(N2C[C@H]2OCC2)C(=C(C=C3)C(=O)OCC)F)C=C1)F